tert-butyl 3-(1-benzyloxy-3-oxo-propyl)-3-vinyl-azetidine-1-carboxylate C(C1=CC=CC=C1)OC(CC=O)C1(CN(C1)C(=O)OC(C)(C)C)C=C